C(CCCCCCCCCCCCCCC)(=O)NCCOCCOCCOCCOCCC(=O)O 3-[2-[2-[2-[2-(hexadecanoylamino)ethoxy]ethoxy]ethoxy]ethoxy]propanoic acid